methyl-(methyl) bromide CCBr